COC(C1=CC(=NC=C1)C1=CC=C(C=C1)C=C)=O 2-(4-vinylphenyl)isonicotinic acid methyl ester